N-((1r,4r)-4-(3,3-difluoropyrrolidin-1-yl)cyclohexyl)-5-(1H-imidazol-1-yl)-1H-pyrazolo[3,4-c]pyridine-7-carboxamide FC1(CN(CC1)C1CCC(CC1)NC(=O)C=1N=C(C=C2C1NN=C2)N2C=NC=C2)F